ClC=1C=C(C(=NC1)N1CC(N(C2(CC(C2)C(=O)N(C)C)C1=O)CC1=CC=C(C=C1)C(F)(F)F)=O)F 8-(5-chloro-3-fluoropyridin-2-yl)-N,N-dimethyl-6,9-dioxo-5-(4-(trifluoromethyl)benzyl)-5,8-diazaspiro[3.5]nonane-2-carboxamide